3-(5-(1-((2-(trimethylsilyl)ethoxy)methyl)-1H-1,2,4-triazol-5-yl)pyridin-3-yl)phenol C[Si](CCOCN1N=CN=C1C=1C=C(C=NC1)C=1C=C(C=CC1)O)(C)C